N1C(NC(C=C1)=O)=O 3H-pyrimidine-2,4-dione